(S)-2-((2-((S)-7-(difluoromethyl)-2,5-dioxa-8-azaspiro[3.4]octan-8-yl)-5,6-dihydrobenzo[f]imidazo[1,2-d][1,4]oxazepin-9-yl)amino)propanamide FC([C@@H]1COC2(COC2)N1C=1N=C2N(CCOC3=C2C=CC(=C3)N[C@H](C(=O)N)C)C1)F